FC=1C=C(C=CC1F)N1C(CCCC1=O)C1=NC2=C(N1C=1SC(=CN1)C(=O)N)C=CC(=C2)C=2C(=NOC2C)C 2-(2-(1-(3,4-difluorophenyl)-6-oxopiperidin-2-yl)-5-(3,5-dimethylisoxazol-4-yl)-1H-benzo[d]imidazol-1-yl)thiazole-5-carboxamide